racemic-[trans-(2-hydroxycycloheptyl)thio](phenyl)methanone Magnesium [Mg].O[C@H]1[C@@H](CCCCC1)SC(=O)C1=CC=CC=C1 |r|